ClC1=CC=C(C=C1)C(C(=O)NC=1C=CC2=C(S(C=C2)(=O)=O)C1)=C 2-(4-chlorophenyl)-N-(1,1-dioxidobenzo[b]thiophen-6-yl)acrylamide